C1(CC1)N1N=CC(=C1)[C@@H]1OCCN(C1)C1=CC2=C(N=C(N(C2=O)C)C)C(=N1)C1=C(C=C(C(=C1)F)F)F (S)-6-(2-(1-cyclopropyl-1H-pyrazol-4-yl)morpholino)-2,3-dimethyl-8-(2,4,5-trifluorophenyl)pyrido[3,4-d]pyrimidin-4(3H)-one